NC1=CC2=CC=CC=C2C=C1C=O 2-AMINONAPHTHALENE-3-CARBOXALDEHYDE